2,4-diisopropylphenyl-phenol C(C)(C)C1=C(C=CC(=C1)C(C)C)C1=C(C=CC=C1)O